1-(hydroxyethyl)imidazole OCCN1C=NC=C1